C(C)(C)(C)OC(=O)N1CCC2(CC1)C(C1=C(N=C(S1)C)C2)=O 2-methyl-6-oxo-4,6-dihydrospiro[cyclopenta[d]thiazole-5,4'-piperidine]-1'-carboxylic acid tert-butyl ester